N-((R)-1-(3-(difluoromethyl)-2-fluorophenyl)ethyl)-4-((1-methylpiperidin-4-yl)amino)-6-oxo-1-((S)-3-(trifluoromethyl)tetrahydrofuran-3-yl)-1,6-dihydropyridine-3-carboxamide FC(C=1C(=C(C=CC1)[C@@H](C)NC(=O)C1=CN(C(C=C1NC1CCN(CC1)C)=O)[C@@]1(COCC1)C(F)(F)F)F)F